3-bromo-4-methyl-5-(1H-pyrazol-1-yl)pyridine BrC=1C=NC=C(C1C)N1N=CC=C1